BrC1=C(C(=C2C(=NC(=NC2=C1F)OC[C@]12CCCN2C[C@@H](C1)F)O)OCC(C1=CN=CO1)NCC(F)F)Cl 7-Bromo-6-chloro-5-(2-((2,2-difluoroethyl)amino)-2-(oxazol-5-yl)ethoxy)-8-fluoro-2-(((2R,7aS)-2-fluorotetrahydro-1H-pyrrolizin-7a(5H)-yl)methoxy)quinazolin-4-ol